N-acetyl-DL-phenylalanine-β-naphthyl ester C1=C(C=CC2=CC=CC=C12)OC([C@@H](NC(C)=O)CC1=CC=CC=C1)=O |r|